CC(C)(C)S(=O)NC1C=2C(=NC=CC2)CC12CCN(CC2)C(=O)OC(C)(C)C tert-butyl 5-[(2-methylpropane-2-sulfinyl)amino]-5,7-dihydrospiro[cyclopenta[b]pyridine-6,4'-piperidine]-1'-carboxylate